C(CCCC)(=O)OC1=CC2=C(NC=N2)C=C1 1H-benzo[d]imidazol-5-yl pentanoate